4-(N-(1-(3,4-dichlorophenyl)-2-(dimethylamino)ethyl)sulfamoyl)-N-phenylbenzamide ClC=1C=C(C=CC1Cl)C(CN(C)C)NS(=O)(=O)C1=CC=C(C(=O)NC2=CC=CC=C2)C=C1